O=C1NC(CCC1N1C(C2=CC(=CC(=C2C1)OCC(=O)NCCCCNC([O-])=O)S(=O)(=O)F)=O)=O [4-[[2-[2-(2,6-dioxo-3-piperidyl)-6-fluorosulfonyl-1-oxo-isoindolin-4-yl]oxyacetyl]amino]butyl]carbamate